C(C)(=O)N1[C@@H]2C[C@H]([C@H](C1)C2)OC2=C(C=CC1=CN(N=C21)CC2=C1C=CNC1=C(C=C2OC)C)C#N 7-(((1S,4S,5R)-2-acetyl-2-azabicyclo[2.2.1]-heptan-5-yl)oxy)-2-((5-methoxy-7-methyl-1H-indol-4-yl)methyl)-2H-indazole-6-carbonitrile